BrC1=CC(=C(C(=O)N[C@H]2[C@H]3CC[C@@H](C2)N3C#N)C=C1)Cl 4-bromo-2-chloro-N-((1R,2R,4S)-7-cyano-7-azabicyclo[2.2.1]heptan-2-yl)benzamide